[Fe].[Si].[Al].[Ni].[Fe] iron-nickel-aluminum-silicon-iron